C(C)(C)(C)C1=CC(=CC(=N1)F)C1=C(C2=C(CCC1)C=C(C=C2)O)C2=CC=C(C=C2)O[C@@H]2CN(CC2)CCCF 6-(6-tert-butyl-2-fluoro-4-pyridyl)-5-[4-[(3S)-1-(3-fluoropropyl)pyrrolidin-3-yl]oxyphenyl]-8,9-dihydro-7H-benzo[7]annulen-2-ol